NC1=C2C=CN=C(C2=CC=C1C)NC1=CC=C(C=C1)C(C)=O 1-(4-((5-amino-6-methylisoquinolin-1-yl)amino)phenyl)ethanone